N-hexacosyl-hydroxylamine C(CCCCCCCCCCCCCCCCCCCCCCCCC)NO